(R)-N-(4-(3-((5-chloro-4-(2-ethoxyethoxy)pyrimidin-2-yl)amino)pyrrolidine-1-carbonyl)phenyl)acrylamide ClC=1C(=NC(=NC1)N[C@H]1CN(CC1)C(=O)C1=CC=C(C=C1)NC(C=C)=O)OCCOCC